(4-Bromo-1-ethyl-3-methyl-1H-pyrazol-5-yl)methanol BrC=1C(=NN(C1CO)CC)C